5-{2-[5-Bromo-2-(5-methoxychinolin-8-sulfonamido)phenyl]ethynyl}-4-methoxypyridine BrC=1C=CC(=C(C1)C#CC=1C(=CC=NC1)OC)NS(=O)(=O)C=1C=CC(=C2C=CC=NC12)OC